N-(9,12-octadecadienoyl)glutamic acid ethyl-3-tert-butoxy-2-hydroxy-2-(trifluoromethyl)pent-4-enoate C(C)C(C(C(=O)O)(C(F)(F)F)O)(C=C)OC(C)(C)C.C(CCCCCCCC=CCC=CCCCCC)(=O)N[C@@H](CCC(=O)O)C(=O)O